[I-].C(C)(C)(C)OC(=O)N1C[C@H](CC1)C[P+](C1=CC=CC=C1)(C1=CC=CC=C1)C1=CC=CC=C1 (S)-((1-(tert-butoxycarbonyl)pyrrolidin-3-yl)methyl)triphenyl-phosphonium iodide